C(CCCCC)(=O)OCCCCCCCCCCCCCCCCCC cetyl-ethyl hexanoate